CN1CN(CN(C1=S)C)C1=CC2=C(OC(C(N2CC#C)=O)(F)F)C=C1F dimethyl-6-thioxo-3-(2,2,7-trifluoro-3-oxo-4-(prop-2-ynyl)-3,4-dihydro-2H-benzo[b][1,4]oxazin-6-yl)-1,3,5-triazinane